C1(CC1)C1=NC(=CC=C1C(=O)N1C[C@@H](CC[C@H]1C)OC1=NC=CC(=C1)C#N)OC 2-({(3R,6R)-1-[(2-cyclopropyl-6-methoxypyridin-3-yl)carbonyl]-6-methylpiperidin-3-yl}oxy)pyridine-4-carbonitrile